methyl-terephthalic diglycidyl ester C(C1CO1)OC(C1=C(C=C(C(=O)OCC2CO2)C=C1)C)=O